C1(=CC=CC=C1)C=1N=C(C2=C(N1)C1=C(O2)C=CC=C1)N1[C@@H](CCC1)C(=O)O (2-phenylbenzofuro[3,2-d]pyrimidin-4-yl)-L-proline